1-[4-(dimethylaminomethyldiethoxysilyl)phenyl]-1-phenylethylene CN(C)C[Si](C1=CC=C(C=C1)C(=C)C1=CC=CC=C1)(OCC)OCC